ClC=1C=C(C=C(C1F)C)N1N=C2C([C@@H](NCC2)C)=C1N1C(N(C=C1)C=1C(=C2C=NN(C2=CC1)C)F)=O (S)-1-(2-(3-chloro-4-fluoro-5-methylphenyl)-4-methyl-4,5,6,7-tetrahydro-2H-pyrazolo[4,3-c]pyridine-3-yl)-3-(4-fluoro-1-methyl-1H-indazole-5-yl)-1,3-dihydro-2H-imidazol-2-one